azetidin-1-yl-[rac-(5r,7r)-7-fluoro-5-phenyl-6,7-dihydro-5H-pyrrolo[1,2-b][1,2,4]triazol-2-yl]methanone N1(CCC1)C(=O)C=1N=C2N(N1)[C@H](C[C@H]2F)C2=CC=CC=C2 |r|